FC=1C=C2N=CC=3N(C(N4CC(OC(=C2C34)C1C=1C=NC(=CC1)OCCCN1CCCCC1)C)=O)C 6-fluoro-2,9-dimethyl-7-(6-(3-(piperidin-1-yl)propoxy)pyridin-3-yl)-9,10-dihydro-8-oxa-2,4,10a-triazanaphtho[2,1,8-cde]azulen-1(2H)-one